5-chloro-2-[3-(trifluoromethyl)-5-[[6-(trifluoromethyl)-2-pyridyl]methyl]pyrazol-1-yl]pyrimidine ClC=1C=NC(=NC1)N1N=C(C=C1CC1=NC(=CC=C1)C(F)(F)F)C(F)(F)F